BrC\C(\C(=O)OCC)=N/O ethyl (Z)-3-bromo-2-(hydroxyimino)propanoate